BrC=1C=C(SC1)S(=O)(=O)Cl 4-bromothiophene-2-sulfonyl chloride